9-[(3R)-pyrrolidin-3-yl]Purin-8-one N1C[C@@H](CC1)N1C2=NC=NC=C2NC1=O